ClC=1C=2C(N=C3N(C2C=CC1)C1=CC(=CC=C1C31CC(C1)N(C)C)C1CCN(CC1)C(=O)OC(C)(C)C)=O tert-butyl 4-(4'-chloro-3-(dimethylamino)-5'-oxo-5'H-spiro[cyclobutane-1,7'-indolo[1,2-a]quinazolin]-10'-yl)piperidine-1-carboxylate